[Si](C)(C)(C(C)(C)C)OCCCOC1=C(C(=NC=2N=C(N=C(C21)Cl)C=2C(=NC=CC2)C(C)C)Cl)F 3-((tert-Butyldimethylsilyl)oxy)propoxy-2-isopropylpyridin-3-yl-4,7-dichloro-6-fluoropyrido[2,3-d]pyrimidin